OC1(CCC(CC1)NC(OC(C)(C)C)=O)CC=O tert-butyl (trans-4-hydroxy-4-(2-oxoethyl)cyclohexyl)carbamate